ClC=1C(=NC=CC1C)C(C#N)(C)C 2-(3-chloro-4-methylpyridin-2-yl)-2-methylpropanenitrile